3-fluoro-N-((4-methoxyphenyl)(methyl)(oxo)-lambda6-sulfanylidene)-4-(5-(trifluoromethyl)-1,2,4-oxadiazol-3-yl)benzamide FC=1C=C(C(=O)N=S(=O)(C)C2=CC=C(C=C2)OC)C=CC1C1=NOC(=N1)C(F)(F)F